ClC1=CC=C(OCC(=O)N[C@@H]2CC[C@H](OC2)C(=O)NCC2=CC=C(C=C2)Cl)C=C1 (2S,5R)-5-[[2-(4-chlorophenoxy)acetyl]amino]-N-[(4-chlorophenyl)methyl]tetrahydropyran-2-carboxamide